2-[(1R)-1-[3-(2-bromo-4-pyridyl)isoxazol-5-yl]ethyl]isoindoline-1,3-dione BrC1=NC=CC(=C1)C1=NOC(=C1)[C@@H](C)N1C(C2=CC=CC=C2C1=O)=O